C(C)C1=C(C=2C=NC=CC2N1C)C(=O)C1=CC=C(C=C1)O (2-ethyl-1-methyl-1H-pyrrolo[3,2-c]pyridin-3-yl)(4-hydroxyphenyl)methanone